CN(C1CN(C1)C1=C(C=C(C(=C1)OC)NC1=NC=CC(=N1)C1=CN(C2=CC=CC=C12)C)N)C 4-[3-dimethylaminoazetidin-1-yl]-6-methoxy-N-[4-(1-methylindol-3-yl)pyrimidin-2-yl]benzene-1,3-diamine